7-bromo-5-chloro-3,4-dihydroquinolin-2(1H)-one BrC1=CC(=C2CCC(NC2=C1)=O)Cl